2-[4-(4-cyclohexylphenyl)-2,6-bis(propan-2-yl)phenyl]-N-{4-[(dimethylamino)methyl]benzene-sulfonyl}acetamide C1(CCCCC1)C1=CC=C(C=C1)C1=CC(=C(C(=C1)C(C)C)CC(=O)NS(=O)(=O)C1=CC=C(C=C1)CN(C)C)C(C)C